ClC1=NC2=C(C3=CC=CC=C13)N(C1=CC=CC=C12)CCCC(=O)NO 4-(5-chloro-11H-indolo[3,2-c]isoquinolin-11-yl)-N-hydroxybutyramide